4-(3-((5-chloro-3-methoxypyridin-2-yl)carbamoyl)-3-(2-isopropylphenyl)azetidin-1-yl)-2,2-dimethyl-4-oxobutanoic acid ClC=1C=C(C(=NC1)NC(=O)C1(CN(C1)C(CC(C(=O)O)(C)C)=O)C1=C(C=CC=C1)C(C)C)OC